ClC1=C(C=C(C(=C1)F)C1=C(C(=C(C=C1F)F)F)F)S(=O)(=O)NC(=O)C1CCSCC1 N-((4-chloro-2',3',4',6,6'-pentafluoro-[1,1'-biphenyl]-3-yl)sulfonyl)tetrahydro-2H-thiopyran-4-carboxamide